CN(C1=C(C(=NC=2N1N=CN2)C)CC2=CC=C(C=C2)S(=O)(=O)Cl)C 4-((7-(dimethylamino)-5-methyl-[1,2,4]triazolo[1,5-a]pyrimidin-6-yl)methyl)benzenesulfonyl chloride